5-nitrofurfural [N+](=O)([O-])C1=CC=C(C=O)O1